C(N)(=O)C=1C=C2C(=CC=NC2=CC1NCCOC)OC1=CC=C(C=C1)NC(=O)C1(CC1)C(=O)NC1=CC=C(C=C1)F 1-N-[4-[6-carbamoyl-7-(2-methoxyethylamino)quinolin-4-yl]oxyphenyl]-1-N'-(4-fluorophenyl)cyclopropane-1,1-dicarboxamide